4-cyano-3-Fluorophenylboronic acid C(#N)C1=C(C=C(C=C1)B(O)O)F